C(C)(C)(C)OC(=O)N1CCC(CC1)C=1SC(=C(N1)I)N(CC=C(C)C)C(=O)OC(C)(C)C 4-(5-((tert-Butoxycarbonyl)(3-methylbut-2-en-1-yl)amino)-4-iodothiazol-2-yl)piperidine-1-carboxylic acid tert-butyl ester